3-amino-6-(4-(((2-(dimethylamino)ethyl)-λ2-azanyl)sulfonyl)phenyl)-N-phenylpyrazine-2-carboxamide NC=1C(=NC(=CN1)C1=CC=C(C=C1)S(=O)(=O)[N]CCN(C)C)C(=O)NC1=CC=CC=C1